NC1=C2N=C(N(C2=NC(=N1)OCCCC)CC1=CC=C(C(=O)NCCOCCNC(OC(C)(C)C)=O)C=C1)O tert-Butyl (2-(2-(4-((6-amino-2-butoxy-8-hydroxy-9H-purin-9-yl)methyl)benzamido)ethoxy)ethyl)carbamate